2-((2-Azidoethyl)dithio)ethyl-(4-nitrobenzene) carbonate C(O)(O)=O.N(=[N+]=[N-])CCSSCCC1=CC=C(C=C1)[N+](=O)[O-]